p-(2-cyanoethyl)phenyltrimethoxysilane ethyl-2-(2-{[(tert-butoxy)carbonyl]amino}ethyl)-1,3-thiazole-4-carboxylate C(C)OC(=O)C=1N=C(SC1)CCNC(=O)OC(C)(C)C.C(#N)CCC1=CC=C(C=C1)[Si](OC)(OC)OC